C(C1=CC=CC=C1)[C@H](C(=O)NC=1C(=NC2=C(C=CC=C2C1)F)C)CC1(CC1)C (2R)-2-benzyl-N-(8-fluoro-2-methyl-3-quinolyl)-3-(1-methylcyclopropyl)propanamide